(S)-37-amino-31-oxo-2,5,8,11,14,17,20,23,26,29-decaoxa-32-azaoctatriacontan-38-oic acid N[C@@H](CCCCNC(COCCOCCOCCOCCOCCOCCOCCOCCOCCOC)=O)C(=O)O